(S)-2-chloro-6,7-dimethoxy-N-(piperidin-3-yl)quinazolin-4-amine TFA salt OC(=O)C(F)(F)F.ClC1=NC2=CC(=C(C=C2C(=N1)N[C@@H]1CNCCC1)OC)OC